OC1=CC=C(C=C1)C(CCCCCCCCCCCCCCCC)C1=CC=C(C=C1)O 1,1-bis(4-hydroxyphenyl)heptadecane